C(C1=CC=CC=C1)C1=C(C(N(C1=O)C1=CC(=C(C=C1)Cl)Cl)=O)CC(=O)OCC Ethyl 2-(4-benzyl-1-(3,4-dichlorophenyl)-2,5-dioxo-2,5-dihydro-1H-pyrrol-3-yl)acetate